4-(1-Acetyl-piperidin-4-yl)-benzonitrile C(C)(=O)N1CCC(CC1)C1=CC=C(C#N)C=C1